N-[(2-Amino-3-pyridyl)sulfonyl]-6-(3-fluoro-4-methylphenyl)-2-[(4S)-2,2,4-trimethylpyrrolidin-1-yl]pyridin-3-carboxamid NC1=NC=CC=C1S(=O)(=O)NC(=O)C=1C(=NC(=CC1)C1=CC(=C(C=C1)C)F)N1C(C[C@@H](C1)C)(C)C